N1=CC(=CC=C1)C=1C=C(C=CC1)B(O)O [3-(3-pyridyl)phenyl]boronic acid